4-amino-5-chloro-1-(p-tolyl)pyrimidin-2(1H)-one NC1=NC(N(C=C1Cl)C1=CC=C(C=C1)C)=O